N1(CCC1)C1=NC=CC(=C1Cl)S 2-(Azetidin-1-yl)-3-chloropyridin-4-thiol